CC1(OCCC1)CNCC=1C=CC=2N(C1)C=C(N2)CNC(=O)C=2N=C1N(C(C2)=O)C=CC=C1 N-([6-({[(2-methyloxolan-2-yl)methyl]amino}methyl)imidazolo[1,2-a]pyridin-2-yl]methyl)-4-oxo-4H-pyrido[1,2-a]pyrimidine-2-carboxamide